10-methylnonadecanic acid CC(CCCCCCCCC(=O)O)CCCCCCCCC